5-(3-((1-(2-(4-(4-chloro-1,2-diphenylbut-1-en-1-yl)phenoxy)ethyl)piperidin-4-yl)methyl)-3,8-diazabicyclo[3.2.1]octane-8-yl)-2-(2,6-dioxopiperidin-3-yl)-6-fluoroisoindole ClCCC(=C(C1=CC=CC=C1)C1=CC=C(OCCN2CCC(CC2)CN2CC3CCC(C2)N3C3=CC2=CN(C=C2C=C3F)C3C(NC(CC3)=O)=O)C=C1)C1=CC=CC=C1